[Pb+](I)(I)I.C(CCC)[NH3+] butyl-ammonium lead tri-iodide